tert-Butyl N-[4-[5-chloro-7-(2-morpholinoethoxy)-1,3-dihydrofuro[3,4-f]quinolin-4-yl]-3-cyano-7-fluoro-benzothiophen-2-yl]carbamate ClC=1C(=C2C(=C3C=CC(=NC13)OCCN1CCOCC1)COC2)C2=CC=C(C1=C2C(=C(S1)NC(OC(C)(C)C)=O)C#N)F